ClC=1C=C(CCNC(=O)C2=C(N=C3OC=CN32)C3=CC=C(C=C3)F)C=CC1Cl N-(3,4-dichlorophenethyl)-6-(4-fluorophenyl)imidazo[2,1-b]oxazole-5-carboxamide